FC1=C(C=C(C(=O)N(C=2C=CC=3N(C2)C(=CN3)C=3C=CC(=NC3)NC(OC)=O)C)C=C1)C methyl N-[5-[6-[(4-fluoro-3-methyl-benzoyl)-methyl-amino]imidazo[1,2-a]pyridin-3-yl]-2-pyridyl]carbamate